(S,E)-3-(7-amino-8-oxo-6,7,8,9-tetrahydro-5H-pyrido[2,3-b]azepin-3-yl)-N-((7-fluoro-3-methylbenzofuran-2-yl)methyl)-N-methylacrylamide N[C@H]1CCC2=C(NC1=O)N=CC(=C2)/C=C/C(=O)N(C)CC=2OC1=C(C2C)C=CC=C1F